C1(=CC=C(C=C1)OC(=S)S)C p-tolyl-xanthic acid